7-((3-bromobenzyl)oxy)-4-trifluoromethyl-2H-1-benzopyran-2-one BrC=1C=C(COC2=CC3=C(C(=CC(O3)=O)C(F)(F)F)C=C2)C=CC1